BrC=1C=C(C=CC1)C1(CC(C1)OC(F)F)C1=NN=CN1C 3-((1S,3S)-1-(3-bromophenyl)-3-(difluoromethoxy)cyclobutyl)-4-methyl-4H-1,2,4-triazole